N-[(3R)-pyrrolidin-3-yl]pyridine-2-carboxamide rac-tert-butyl-(RS)-2-(4-fluorophenyl)-4-methyl-3-(pyridin-4-yl)-6,7-dihydropyrazolo[1,5-a]pyrazine-5(4H)-carboxylate C(C)(C)(C)OC(=O)N1[C@@H](C=2N(CC1)N=C(C2C2=CC=NC=C2)C2=CC=C(C=C2)F)C.N2C[C@@H](CC2)NC(=O)C2=NC=CC=C2 |&1:8|